2-(3,8-diazabicyclo[3.2.1]octan-3-yl)-4-((tetrahydro-2H-pyran-3-yl)oxy)-7-(thiazol-2-yl)benzo[d]oxazole C12CN(CC(CC1)N2)C=2OC1=C(N2)C(=CC=C1C=1SC=CN1)OC1COCCC1